(4S,5S)-4-cyclopropyl-7-ethyl-5-(3-ethylbenzamido)-1-(oxan-4-yl)-6-oxo-4H,5H-pyrazolo[3,4-b]pyridine-3-carboxylic acid C1(CC1)[C@H]1C2=C(N(C([C@H]1NC(C1=CC(=CC=C1)CC)=O)=O)CC)N(N=C2C(=O)O)C2CCOCC2